Cl.N[C@H]1[C@@H](COCC1)O |r| racemic-(3S,4R)-4-aminotetrahydro-2H-pyran-3-ol hydrochloride